1-(4-aminobenzyl)piperidine tert-butyl-4-[7-({8-fluoro-2-methylimidazo[1,2-a]pyridin-6-yl}carbamoyl)-2-[1-(methanesulfonyloxy)propan-2-yl]indazol-4-yl]piperazine-1-carboxylate C(C)(C)(C)OC(=O)N1CCN(CC1)C=1C2=CN(N=C2C(=CC1)C(NC=1C=C(C=2N(C1)C=C(N2)C)F)=O)C(COS(=O)(=O)C)C.NC2=CC=C(CN1CCCCC1)C=C2